BrC1=C2C=NN(C2=CC(=C1I)F)C1OCCCC1 4-bromo-6-fluoro-5-iodo-1-(tetrahydro-2H-pyran-2-yl)-1H-indazole